5-bromo-2-((1-(2,2,2-trifluoroethyl)azetidin-3-yl)methoxy)pyridine BrC=1C=CC(=NC1)OCC1CN(C1)CC(F)(F)F